[4-(4-bromo-3,3-dimethylcyclohexyl)-2,3-dioxabicyclo[2.2.2]oct-5-en-1-yl]methanol BrC1C(CC(CC1)C12OOC(C=C1)(CC2)CO)(C)C